ClC=1C=CC(=C(CN(CC(=O)O)C2C[C@@H]3[C@@H](CN(C3)C(=O)N3N=C(C=C3)NS(=O)(=O)C)C2)C1)C(F)(F)F N-(5-Chloro-2-(trifluoromethyl)benzyl)-N-((3aR,5r,6aS)-2-(3-(methylsulfonamido)-1H-pyrazole-1-carbonyl)octahydrocyclopenta[c]pyrrol-5-yl)glycine